rac-N-((4R,5R)-7-ethyl-4-(4-fluorophenyl)-3-(hydroxymethyl)-6-oxo-1-phenyl-4,5,6,7-tetrahydro-1H-pyrazolo[3,4-b]pyridine-5-yl)-3-(trifluoromethyl)benzamide C(C)N1C2=C([C@H]([C@H](C1=O)NC(C1=CC(=CC=C1)C(F)(F)F)=O)C1=CC=C(C=C1)F)C(=NN2C2=CC=CC=C2)CO |r|